COC=1C=CC(=NC1)NC1=C(C(=O)N)C(=CC=N1)NC1=C(C=CC=C1)N(S(=O)(=O)C)C ((5-methoxypyridin-2-yl)amino)-4-((2-(N-methyl-methanesulfonamido)-phenyl)amino)nicotinamide